methyl 4-(phenylmethylthio)-6-cyano-2-naphthoate C1(=CC=CC=C1)CSC1=CC(=CC2=CC=C(C=C12)C#N)C(=O)OC